Cl.OC1(CCC(CC1)NC(=O)C1CCNC2(CC2)C1)C(F)(F)F N-((1r,4r)-4-hydroxy-4-(trifluoromethyl)cyclohexyl)-4-azaspiro[2.5]octane-7-carboxamide hydrochloride